Cl.Cl.N[C@@H](C(=O)NCN1CC(OCC1)COC1=C(C=CC=C1)OCC)C(C)C (2R)-2-amino-N-((2-((2-ethoxyphenoxy)methyl)morpholino)methyl)-3-methylbutanamide bishydrochloride salt